FC(C(C(O)(F)F)(F)F)(CCCCCCC)F Hexafluorodecanol